9-hydroxy-eicosapentaenoic acid OC(=CC=CC=CC=CC(=O)O)C=CCCCCCCCCC